benzyl (2S)-2-{[(benzyloxy)carbonyl]amino}-3-[4-(2-{[2-(tert-butoxy)-2-oxoethyl][(tert-butoxy)carbonyl]amino}ethoxy)phenyl]propanoate C(C1=CC=CC=C1)OC(=O)N[C@H](C(=O)OCC1=CC=CC=C1)CC1=CC=C(C=C1)OCCN(C(=O)OC(C)(C)C)CC(=O)OC(C)(C)C